2-chloro-6-(1-methyl-1H-pyrazol-3-yl)-7-(phenylsulfonyl)-7H-pyrrolo[2,3-d]pyrimidine ClC=1N=CC2=C(N1)N(C(=C2)C2=NN(C=C2)C)S(=O)(=O)C2=CC=CC=C2